Cl.N[C@@H](CCCCN)C(=O)O Lysine hydrochlorid